4-(cyclopropyl-methoxy)-N-(5,6-difluoro-1H-indol-3-yl)benzamide C1(CC1)COC1=CC=C(C(=O)NC2=CNC3=CC(=C(C=C23)F)F)C=C1